((S)-4-acryloyl-2-methylpiperazin-1-yl)-7-(1,4-dimethyl-1H-imidazol-5-yl)-6-fluoro-1-(2-isopropyl-6-(methylsulfonyl)phenyl)pyrido[2,3-d]pyrimidin-2(1H)-one C(C=C)(=O)N1C[C@@H](N(CC1)C=1C2=C(N(C(N1)=O)C1=C(C=CC=C1S(=O)(=O)C)C(C)C)N=C(C(=C2)F)C2=C(N=CN2C)C)C